5-(4-fluorophenyl)-4,6-dimethoxy-2-methylpyridine-3-carboxamide FC1=CC=C(C=C1)C=1C(=C(C(=NC1OC)C)C(=O)N)OC